(S)-5-(((R)-2-chloro-5-oxido-6,7-dihydrothieno[3,2-d]pyrimidin-4-yl)amino)-1-methylpiperidin-2-one ClC=1N=C(C2=C(N1)CC[S@]2=O)N[C@H]2CCC(N(C2)C)=O